(S)-1-(3-((8-(4-(trifluoromethyl)phenyl)pyrido[2,3-d]pyridazin-5-yl)amino)pyrrolidin-1-yl)prop-2-en-1-one FC(C1=CC=C(C=C1)C=1N=NC(=C2C1N=CC=C2)N[C@@H]2CN(CC2)C(C=C)=O)(F)F